CS(=O)(=O)NC=1C=C(C=CC1)B(O)O [3-(methanesulfonamido)phenyl]boronic acid